N-(5-((4-chlorobenzyl)oxy)-1,3,4-thiadiazol-2-yl)-2-(4-(2-hydroxy-ethyl)-3-oxopiperazin-1-yl)nicotinamide ClC1=CC=C(COC2=NN=C(S2)NC(C2=C(N=CC=C2)N2CC(N(CC2)CCO)=O)=O)C=C1